C1(CC1)C=1N=NN(C1)[C@H](C(=O)N1[C@@H](C[C@H](C1)O)C(=O)NCC1=CC=C(C=C1)C1=C(C=CC=C1)F)C(C)(C)C (2S,4R)-1-((S)-2-(4-cyclopropyl-1H-1,2,3-triazol-1-yl)-3,3-dimethylbutyryl)-N-((2'-fluoro-[1,1'-biphenyl]-4-yl)methyl)-4-hydroxypyrrolidine-2-carboxamide